4-(azepan-4-ylthio)-6-(1-methyl-1H-pyrazol-4-yl)pyrazolo[1,5-a]pyrazine N1CCC(CCC1)SC=1C=2N(C=C(N1)C=1C=NN(C1)C)N=CC2